4-amino-N'-(indoline-3-carbonyl)benzenesulfonohydrazide NC1=CC=C(C=C1)S(=O)(=O)NNC(=O)C1CNC2=CC=CC=C12